6-(tert-butyl)-10-methoxy-2-oxo-6,7-dihydro-2H-pyrido[2',1':3,4]pyrazino[1,2-b]indazole-3-carboxylic acid ethyl ester C(C)OC(=O)C=1C(C=C2N(C(CN3N=C4C(=CC=CC4=C32)OC)C(C)(C)C)C1)=O